tert-butyl 2-[(1s,4s)-4-[[3-methyl-1-(1-methyl-2,6-dioxopiperidin-3-yl)-2-oxo-1,3-benzodiazol-5-yl]methyl]cyclohexyl]acetate CN1C(N(C2=C1C=C(C=C2)CC2CCC(CC2)CC(=O)OC(C)(C)C)C2C(N(C(CC2)=O)C)=O)=O